3,6-difluoro-2-methylaniline FC=1C(=C(N)C(=CC1)F)C